(S)-1-ethyl-6-((4-((2-hydroxy-1-phenylethyl)amino)-5-(3-(quinuclidin-4-yl)-1,2,4-oxadiazol-5-yl)pyrimidin-2-yl)amino)-1,2-dihydro-3H-indazol-3-one C(C)N1NC(C2=CC=C(C=C12)NC1=NC=C(C(=N1)N[C@H](CO)C1=CC=CC=C1)C1=NC(=NO1)C12CCN(CC1)CC2)=O